C(=O)O.C(C)O[C@H]1C[C@H](CC1)N1N=C(C(=C1)NC(=O)C=1N=C(SC1)C=1C=NNC1)C1=NC=CC=C1 N-(1-((1S,3R)-3-ethoxycyclopentyl)-3-(pyridin-2-yl)-1H-pyrazol-4-yl)-2-(1H-pyrazol-4-yl)thiazole-4-carboxamide formate